C(C)(=O)NC1=CC=C(C=N1)C1=CN=C2N1C=C(C=C2)C(=O)N(C)C2=CC=C(C=C2)F 3-(6-acetamido-3-pyridyl)-N-(4-fluorophenyl)-N-methyl-imidazo[1,2-a]pyridine-6-carboxamide